4,6-dimethyl-2,4,6-tri(4-hydroxyphenyl)-heptane Calcium bismuth [Bi].[Ca].CC(CC(C)C1=CC=C(C=C1)O)(CC(C)(C1=CC=C(C=C1)O)C)C1=CC=C(C=C1)O